[Sn]=[Se] tin (II) selenide